OC=1C(COC1)=O 4-hydroxy-3(2H)-furanon